C1(CCCC1)N1C2=C(OCC1=O)C=NC(=N2)NC2=C(C=C(C=C2)N2CCN(CC2)C)OC 8-Cyclopentyl-2-((2-methoxy-4-(4-methylpiperazin-1-yl)phenyl)amino)-6H-pyrimido[5,4-b][1,4]oxazin-7(8H)-one